2-(2-bromo-4-(trifluoromethyl)benzylidene)-6-hydroxybenzofuran-3(2H)-one BrC1=C(C=C2OC3=C(C2=O)C=CC(=C3)O)C=CC(=C1)C(F)(F)F